3,5-dichloro-2-(1-(2,4-dichlorophenyl)ethyl)hydrazine ClC=1C(=C(C=C(C1Cl)Cl)C(C)NN)Cl